1-(Fluoromethyl)-4-(hydroxymethyl)cyclohexanol FCC1(CCC(CC1)CO)O